N1C(=NC2=C1C=CC=C2)CNC2=NC(=NC=1N2N=CC1C1CC1)SC N-[(1H-benzimidazol-2-yl)methyl]-8-cyclopropyl-2-(methylsulfanyl)pyrazolo[1,5-a][1,3,5]triazin-4-amine